Cl.Cl.FC1(CN(CC1)CC=1C=CC(=NC1)C(=O)O)C(=O)OC 5-{[3-Fluoro-3-(methoxycarbonyl)pyrrolidin-1-yl]methyl}pyridine-2-carboxylic acid dihydrochloride